2-(4-hydroxy-3-methoxyphenyl)ethanamine OC1=C(C=C(C=C1)CCN)OC